N-(3-((3-aminopropyl)(cyclohexylmethyl)amino)propyl)piperidine-1-sulfonamide methyl-(vinylsulfonyl)-L-tryptophanate CN([C@@H](CC1=CNC2=CC=CC=C12)C(=O)O)S(=O)(=O)C=C.NCCCN(CCCNS(=O)(=O)N1CCCCC1)CC1CCCCC1